(1s,3s)-ethyl 3-(3-methoxy-5-nitrophenoxy)cyclobutanecarboxylate COC=1C=C(OC2CC(C2)C(=O)OCC)C=C(C1)[N+](=O)[O-]